COC=1C(=C2C=CNC2=C(C1)C)CN1C(CC(CC1)C)C1=CC=C(C=C1)P(O)(O)=O (4-(1-((5-methoxy-7-methyl-1H-indol-4-yl)methyl)-4-methylpiperidin-2-yl)phenyl)phosphonic acid